4,5-diphenyl-3-oxazolin C1(=CC=CC=C1)C1=NCOC1C1=CC=CC=C1